N-(4-{4-amino-7-iodo-1H-pyrazolo[4,3-c]pyridin-3-yl}-2-[(4-fluorophenyl)methoxy]phenyl)ethane-1-sulfonamide NC1=NC=C(C2=C1C(=NN2)C2=CC(=C(C=C2)NS(=O)(=O)CC)OCC2=CC=C(C=C2)F)I